(S)-N-(1-(4-(N-ethylsulfamoyl)-3-hydroxyphenylamino)-1-oxo-3-phenylpropan-2-yl)-4-fluorobenzamide C(C)NS(=O)(=O)C1=C(C=C(C=C1)NC([C@H](CC1=CC=CC=C1)NC(C1=CC=C(C=C1)F)=O)=O)O